P(OC1=C(C=C(C=C1C(C)(C)C)C(C)(C)C)C)(OC1=C(C=C(C=C1C(C)(C)C)C(C)(C)C)C)OCC bis[2-methyl-4,6-bis(1,1-dimethylethyl) phenyl] ethyl phosphite